FC1=NC=CC=C1C1=NC(=NC=C1)NC1COC1 4-(2-fluoropyridin-3-yl)-N-(oxetan-3-yl)pyrimidin-2-amine